C(CCCCCCCCCCCCCCC)(=O)OC(=O)C=1C=C(C=CC1)C (3-toluoyl) palmitate